[3-fluoro-5-(1,1,2,2,3,3,3-heptafluoropropyl)-2-pyridyl]-2-[4-(hydroxymethyl)thiazol-2-yl]sulfanyl-5-nitro-benzamide FC=1C(=NC=C(C1)C(C(C(F)(F)F)(F)F)(F)F)C=1C(=C(C(=O)N)C=C(C1)[N+](=O)[O-])SC=1SC=C(N1)CO